[Na].C(CCCCC)C1=C(SC=C1)C(=O)N.C(CCCCC)C1=C(SC=C1)C(=O)N di(hexyl-thiopheneformamide) sodium